N-(8,9-difluoro-6-oxo-1,4,5,6-tetrahydro-2H-pyrano[3,4-c]isoquinolin-1-yl)-3-methoxy-N-methyl-1H-indazole-5-carboxamide FC=1C(=CC=2C3=C(NC(C2C1)=O)COCC3N(C(=O)C=3C=C1C(=NNC1=CC3)OC)C)F